methyl-2-((S)-2-((tert-butoxycarbonyl)amino)-4-methylpentanamido)-3-(2-oxo-1,2-dihydropyridin-3-yl)propanoate COC(C(CC=1C(NC=CC1)=O)NC([C@H](CC(C)C)NC(=O)OC(C)(C)C)=O)=O